ClC1=CC(=C2C(=NC(N(C2=C1)C=1C(=NC=CC1)C)=O)NCCO)F 7-chloro-5-fluoro-4-((2-hydroxyethyl)amino)-1-(2-methylpyridin-3-yl)quinazolin-2(1H)-one